(S)-N-(1-hydroxypropan-2-yl)-2-(1-methyl-1H-pyrazol-4-yl)-3-oxo-6-(4-(trimethylsilyl)phenyl)-2,3-dihydropyridazine-4-carboxamide OC[C@H](C)NC(=O)C=1C(N(N=C(C1)C1=CC=C(C=C1)[Si](C)(C)C)C=1C=NN(C1)C)=O